O=C(CN1N=C(C=2CCCCC12)C(=O)OCC)N1CCC(CC1)OC1=C(C=CC=C1)C(F)(F)F ethyl 1-(2-oxo-2-(4-(2-(trifluoromethyl)phenoxy)piperidin-1-yl)ethyl)-4,5,6,7-tetrahydro-1H-indazole-3-carboxylate